N1-(4-(2-((2,6-dichloro-3,5-dimethoxyphenyl)amino)pyridin-3-yl)-1,3,5-triazin-2-yl)-N4,N4-dimethylbenzene-1,4-diamine ClC1=C(C(=C(C=C1OC)OC)Cl)NC1=NC=CC=C1C1=NC(=NC=N1)NC1=CC=C(C=C1)N(C)C